C(C)(C)C1=CC=2C(=NC(=CC2)C(F)(F)F)N1C=1C=C2CCNC2=CC1 5-[2-Isopropyl-6-(trifluoromethyl)pyrrolo[2,3-b]pyridin-1-yl]indolin